CC1=NC=C(C(=C1O)C=O)COP(=O)(O)O Pyridoxal 5''-Phosphate